C(C)(C)(C)P(C1=CC=C(N(C)C)C=C1)C(C)(C)C 4-Ditert-butylphosphanyl-N,N-dimethylaniline